13-1-(3,4-dihydroxy-5-oxo-2,5-dihydrofuran-2-yl)ethane-1,2-diyl bis(phenethylcarbamate) C(CC1=CC=CC=C1)NC(OC(COC(NCCC1=CC=CC=C1)=O)C1OC(C(=C1O)O)=O)=O